NC=1C(=NC(=C(N1)C1=CC(=C(C=C1)F)F)Cl)C#N 3-amino-6-chloro-5-(3,4-difluorophenyl)pyrazine-2-carbonitrile